2-(5-(2'-fluoro-2-methyl-[1,1'-biphenyl]-3-yl)isoindolin-2-yl)acetic acid FC1=C(C=CC=C1)C1=C(C(=CC=C1)C=1C=C2CN(CC2=CC1)CC(=O)O)C